8-[3-methyl-1-(2,2,2-trifluoroethyl)-1H-pyrazolo[3,4-b]pyrazin-6-yl]-2-[2-methyl-6-(trifluoromethyl)pyrimidin-4-yl]-2,8-diazaspiro[4.5]decane CC1=NN(C2=NC(=CN=C21)N2CCC1(CCN(C1)C1=NC(=NC(=C1)C(F)(F)F)C)CC2)CC(F)(F)F